{4-[6-(trifluoromethyl)pyridin-3-yl]piperidin-1-yl}methanone FC(C1=CC=C(C=N1)C1CCN(CC1)C=O)(F)F